CC1=CC=C(C=C1)S(=O)(=O)N(S(=O)(=O)C1=CC=C(C)C=C1)CC1=CC=CC=C1 N,N-di-p-toluenesulfonyl-benzylamine